C(C)OC([C@@H](CCC(=O)OCC)NC([C@H](C(C)C)NC(C(C)(C)C1=CC=C(C(=O)O)C=C1)=O)=O)=O 4-(1-(((S)-1-(((R)-1,5-diethoxy-1,5-dioxopentan-2-yl)amino)-3-methyl-1-oxobutan-2-yl)amino)-2-methyl-1-oxopropan-2-yl)benzoic acid